ammonium toluate C=1(C(=CC=CC1)C(=O)[O-])C.[NH4+]